ClC1=C(C=C(C=C1)NC=1C2=C(N=C(N1)NC1=CC=C(C=C1)N1CCN(CC1)C)COC2)NS(=O)(=O)C2CC2 N4-[4-chloro-3-(cyclopropanesulfonamido)phenyl]-N2-[4-(4-methylpiperazin-1-yl)phenyl]-5,7-dihydrofuro[3,4-d]pyrimidine-2,4-diamine